(2S,5'R)-7-chloro-4-(2-hydroxyethoxy)-3'-methoxy-5'-methyl-6-(5-methyl-1,3,4-oxadiazol-2-yl)spiro[benzofuran-2,4'-cyclohex-2-ene]-1',3-dione ClC1=C(C=C(C=2C([C@]3(C(=CC(C[C@H]3C)=O)OC)OC21)=O)OCCO)C=2OC(=NN2)C